NC1CCN(CC1)C1=C(C=NC2=CC=C(C=C12)C1=C(C(=CC(=C1)F)C=NOC)O)C1=CC(=CC(=C1)C)F 2-[4-(4-aminopiperidin-1-yl)-3-(3-fluoro-5-methylphenyl)quinolin-6-yl]-4-fluoro-6-[(methoxyimino)methyl]phenol